ClC1=CC(=C(COC2=CN=CC(=N2)C2CCN(CC2)CC2=NC3=C(N2C)C=C(C=C3OC(F)F)C(=O)O)C=C1)F 2-((4-(6-((4-Chloro-2-fluorobenzyl)oxy)pyrazin-2-yl)piperidin-1-yl)methyl)-4-(difluoromethoxy)-1-methyl-1H-benzo[d]imidazole-6-carboxylic acid